4-(5-(furan-2-yl)-1,3,4-oxadiazol-2-yl)aniline O1C(=CC=C1)C1=NN=C(O1)C1=CC=C(N)C=C1